C1(=CC=CC=C1)C1=CC=C(C2=C(C3=CC=CC=C3C(=C12)C1=CC=CC=C1)C1=CC=CC=C1)C1=CC=CC=C1 1,4,9,10-tetraphenylanthracene